tert-butyl (1S,2S,5R)-2-((R)-but-3-en-2-yl)-3,8-diazabicyclo[3.2.1]octane-8-carboxylate C[C@H](C=C)[C@H]1[C@@H]2CC[C@H](CN1)N2C(=O)OC(C)(C)C